BrC1=C(C=NN(C1=O)C)N[C@@H]1C[C@@H](CN(C1)C)C1=CC=C(C=C1)CN1CC=2C=C3C(=CC2C1)C(N(C3=O)C3C(NC(CC3)=O)=O)=O 6-[[4-[(3R,5R)-5-[(5-bromo-1-methyl-6-oxo-pyridazin-4-yl)amino]-1-methyl-3-piperidyl]phenyl]methyl]-2-(2,6-dioxo-3-piperidyl)-5,7-dihydropyrrolo[3,4-f]isoindole-1,3-dione